(R)-5-(1-benzyl-1H-naphtho[1,8-de][1,3,2]diazaborinin-2(3H)-yl)-4,7-dimethyl-6-pentyl-1,3-dihydro-2H-indene-2,2-dicarbonitrile C(C1=CC=CC=C1)N1B(NC2=C3C1=CC=CC3=CC=C2)C=2C(=C3CC(CC3=C(C2CCCCC)C)(C#N)C#N)C